(2S)-2-{[(1R,2S,3S,6R,7S)-4-[2-(1-methylcyclopropyl)-2-(2,2,2-trifluoroacetamido)acetyl]-4-azatricyclo[5.2.1.0^{2,6}]dec-8-en-3-yl]formamido}-3-[(3S)-2-oxopyrrolidin-3-yl]propanamide CC1(CC1)C(C(=O)N1[C@@H]([C@H]2[C@H]3C=C[C@@H]([C@H]2C1)C3)C(=O)N[C@H](C(=O)N)C[C@H]3C(NCC3)=O)NC(C(F)(F)F)=O